(S)-N-(2-Chloro-3-(3'-chloro-5-(((2-hydroxypropyl)amino)methyl)-6-methoxy-[2,4'-bipyridin]-2'-yl)phenyl)-1,3-dimethyl-2,4-dioxo-1,2,3,4-tetrahydropyrimidine-5-carboxamide ClC1=C(C=CC=C1C1=NC=CC(=C1Cl)C1=NC(=C(C=C1)CNC[C@H](C)O)OC)NC(=O)C=1C(N(C(N(C1)C)=O)C)=O